CC1(OB(OC1(C)C)C1=CC=CC=2C(COC21)O)C 7-(4,4,5,5-Tetramethyl-1,3,2-dioxaborol-2-yl)-2,3-dihydrobenzofuran-3-ol